CC=1C=CC(=C(C1)O)C(C)C 5-methyl-2-(1-isopropyl)phenol